4'-(N-methylbutyramido)-N-(pyridin-3-ylmethyl)-[1,1'-biphenyl]-4-carboxamide CN(C(CCC)=O)C1=CC=C(C=C1)C1=CC=C(C=C1)C(=O)NCC=1C=NC=CC1